N-(tert-butoxycarbonyl)-1-[7-(2-trimethylsilylethynyl)thieno[3,2-d]pyrimidin-4-yl]-4-piperidinylamine C(C)(C)(C)OC(=O)NC1CCN(CC1)C=1C2=C(N=CN1)C(=CS2)C#C[Si](C)(C)C